2'-methoxy-4,7-dimethyl-spiro[1,3-dioxepane-2,6'-thiochromeno[2,3-e][1,3]benzodioxole] COC1OC2=C(O1)C=CC1=C2SC2=CC=CC=C2C12OC(CCC(O2)C)C